{6-[7-(2-amino-2-methyl-propoxy)-imidazo[1,2-a]pyridin-3-yl]-pyrimidin-4-yl}-[4-(1-methyl-1H-pyrazol-4-yl)-benzyl]-amine NC(COC1=CC=2N(C=C1)C(=CN2)C2=CC(=NC=N2)NCC2=CC=C(C=C2)C=2C=NN(C2)C)(C)C